(2-hydroxyethyl)-2-imidazolidinethione OCCN1C(NCC1)=S